(6-chloro-3-hydroxy-2-methylphenyl)-4-methoxy-2-((3-methyl-4-((1-methylpyrrolidin-3-yl)oxy)phenyl)amino)pyrimidine-5-carboxamide ClC1=CC=C(C(=C1C1=C(C(=NC(=N1)NC1=CC(=C(C=C1)OC1CN(CC1)C)C)OC)C(=O)N)C)O